N-[(1H-indol-4-yl)methyl]-4-(phenoxy)benzamide N1C=CC2=C(C=CC=C12)CNC(C1=CC=C(C=C1)OC1=CC=CC=C1)=O